C(C)(C)(C)OC(N(C1=CC(=CC(=C1)N1CCOCC1)OC)CC1=NC=C(C(=C1C)OC)C)=O ((4-methoxy-3,5-dimethylpyridin-2-yl)methyl)(3-methoxy-5-morpholinophenyl)carbamic acid tert-butyl ester